N2-((R)-1-cyclopropylethyl)-N4-((R)-1-phenylethyl)-6-(6-(trifluoromethyl)pyridin-2-yl)-1,3,5-triazine-2,4-diamine C1(CC1)[C@@H](C)NC1=NC(=NC(=N1)N[C@H](C)C1=CC=CC=C1)C1=NC(=CC=C1)C(F)(F)F